FC1=CC=C(CN2CCN(CC2)CC2=CC=3N(C=C2)N=CC3N3C(NC(CC3)=O)=O)C=C1 1-(5-((4-(4-fluorobenzyl)piperazin-1-yl)methyl)pyrazolo[1,5-a]pyridin-3-yl)dihydropyrimidine-2,4(1H,3H)-dione